thiophene-2,4-diol S1C(=CC(=C1)O)O